[Cl-].C[N+](CCC)(C)C(C)C N,N-dimethyl-N-propyl-2-propyl-ammonium chloride salt